C(C)CC(=O)OCCOC(C)=O ethylene glycol acetate monoethyl-acetate